O[C@H]1[C@@H](CN(CC1)C(C)=O)[C@H]1N2C(C3=CC=CC=C13)=CN=C2 1-((3S,4R)-4-hydroxy-3-((R)-5H-imidazo[5,1-a]isoindol-5-yl)piperidin-1-yl)ethanone